methyl 7,10-octadecadienoate C(CCCCCC=CCC=CCCCCCCC)(=O)OC